(4-(naphthalen-1-yl)phenyl-2,3,5,6-d4)-boronic acid C1(=CC=CC2=CC=CC=C12)C1=C(C(=C(C(=C1[2H])[2H])B(O)O)[2H])[2H]